imidazo[1,2-c]Pyrimidine-8-thiolate N=1C=CN2C=NC=C(C21)[S-]